5-[3-[4-(trifluoromethoxy)anilino]phenyl]hexahydropyrimidine-2,4,6-trione FC(OC1=CC=C(NC=2C=C(C=CC2)C2C(NC(NC2=O)=O)=O)C=C1)(F)F